cis-cyclohexane-1,3-dicarboxylic acid [C@H]1(C[C@@H](CCC1)C(=O)O)C(=O)O